C(C)(=O)O[C@H]([C@@H](CNC(C1=CC(=CC=C1)OC1=CC=CC=C1)=O)OC(C)=O)[C@@H]1O[C@@](C[C@@H]([C@H]1NC(C)=O)OC(C)=O)(OCCOCCOCC#C)C(=O)OC (1R,2R)-1-((2R,3R,4S,6R)-3-acetamido-4-acetoxy-6-(methoxycarbonyl)-6-(2-(2-(prop-2-yn-1-yloxy)ethoxy)ethoxy)tetrahydro-2H-pyran-2-yl)-3-(3-phenoxybenzamido)propane-1,2-diyl diacetate